C(CCC(=O)O)(=O)OC(CCC(=O)N1[C@H]2CN([C@@H](C1)CC2)C(=O)OC(C)(C)C)=O 4-((1R,4R)-5-(tert-butoxycarbonyl)-2,5-diazabicyclo[2.2.2]octan-2-yl)-4-oxobutanoic acid Succinic anhydride